NC1=C(C=C(C=N1)C=1C=C2N(N1)CCC21CN(C1)C(=O)N[C@H](C)C1=CC=C(C=C1)C#N)OC(F)(F)F 2'-[6-amino-5-(trifluoromethoxy)pyridin-3-yl]-N-[(1R)-1-(4-cyanophenyl)ethyl]-5',6'-dihydrospiro[azetidine-3,4'-pyrrolo[1,2-b]pyrazole]-1-carboxamide